(R)-3-(dimethylamino)-1-(4-fluorophenyl)-1-propanol R-mandelate salt C([C@H](O)C1=CC=CC=C1)(=O)O.CN(CC[C@@H](O)C1=CC=C(C=C1)F)C